FC1=CC=C(C=N1)/C=C/C=O (E)-3-(6-fluoro-3-pyridinyl)prop-2-enal